OP(O)OP(O)O.OP(O)OP(O)O.C(C)(C)(C)C1=C(C(=CC(=C1)C)C(C)(C)C)C(O)(C(CO)(CO)CO)C1=C(C=C(C=C1C(C)(C)C)C)C(C)(C)C bis(2,6-di-tert-butyl-4-methylphenyl)pentaerythritol bis-diphosphite